(aminoethyl)-gamma-aminopropyl-methyl-dimethoxysilane NCCCO[Si](OC)(C)CCCN